N-((5-(2-((8-fluoro-6-methoxy-2-methylquinazolin-4-yl)thio)acetyl)thiophen-2-yl)methyl)-2-hydroxyacetamide FC=1C=C(C=C2C(=NC(=NC12)C)SCC(=O)C1=CC=C(S1)CNC(CO)=O)OC